tert-butyl-dimethyl-[[1-methyl-3-(4,4,5,5-tetramethyl-1,3,2-dioxaborolan-2-yl)-8-oxabicyclo[3.2.1]oct-2-en-5-yl]methoxy]silan C(C)(C)(C)[Si](OCC12CC(=CC(CC1)(O2)C)B2OC(C(O2)(C)C)(C)C)(C)C